3-oxopropyl-pyrrolidine-1-carboxylate O=CCCOC(=O)N1CCCC1